N-[2-(1-benzylpiperidin-4-yl)ethyl]-2-(2-fluoropyridin-3-yl)-7-methylpyrazolo[1,5-a]pyrimidine-6-carboxamide C(C1=CC=CC=C1)N1CCC(CC1)CCNC(=O)C=1C=NC=2N(C1C)N=C(C2)C=2C(=NC=CC2)F